The molecule is a BODIPY dye conjugated to the bicyclic peptide phallacidin via an amide linkage. It has a role as a fluorochrome. It derives from a 4,4-difluoro-4-bora-3a,4a-diaza-s-indacene and a phallacidin. [B-]1(N2C(=CC=C2C3=CC=C(C=C3)OCC(=O)CCCCCCC(=O)NCCNC(=O)[C@@H]([C@@H]4C(=O)N[C@H]5CSC6=C(C[C@@H](C(=O)N[C@H](C(=O)N[C@H](C(=O)N4)C(C)C)C[C@](C)(CO)O)NC(=O)[C@@H](NC(=O)[C@@H]7C[C@@H](CN7C5=O)O)C)C8=CC=CC=C8N6)O)C=C9[N+]1=C(C=C9)C1=CC=CS1)(F)F